1-(5-(4-(4-bromophenyl)piperazin-1-yl)thiophen-2-yl)-2,2,2-trifluoroethan-1-ol BrC1=CC=C(C=C1)N1CCN(CC1)C1=CC=C(S1)C(C(F)(F)F)O